(4-bromopyridin-2-yl)-2-(4-(trifluoromethyl)phenyl)acetamide BrC1=CC(=NC=C1)C(C(=O)N)C1=CC=C(C=C1)C(F)(F)F